C(C)(C)(C)OC(=O)N1CC(C(CC1)N1CCN(CC1)C1=C(C=C(C=C1)[N+](=O)[O-])F)(F)F.BrC1(OCCO1)C1=CC=CC=C1 bromophenyl-dioxolan tert-butyl-3,3-difluoro-4-(4-(2-fluoro-4-nitrophenyl)piperazin-1-yl)piperidine-1-carboxylate